C1(CC1)C=1N(C(=NN1)CCCNC(=O)NC1C(CCCC1)C)C1=CC=CC=C1 1-(3-(5-cyclopropyl-4-phenyl-4H-1,2,4-triazol-3-yl)propyl)-3-(2-methyl-cyclohexyl)urea